C(=CC)N1CCN(CC1)CC1=C(C=C(C=C1)[C@H](C)NC=1N=CC2=C(N1)N(C(C=C2)=O)CC(C)(C)C)F 2-{[(1S)-1-{4-[(4-propenylpiperazin-1-yl)methyl]-3-fluorophenyl}ethyl]amino}-8-(2,2-dimethylpropyl)pyrido[2,3-d]pyrimidin-7(8H)-one